ClC1=CC(=C(CN2CCC3(CCN(C3)C(=O)OC(C(F)(F)F)C(F)(F)F)CC2)C=C1)N1CCCCC1 1,1,1,3,3,3-Hexafluoropropan-2-yl 8-(4-chloro-2-(piperidin-1-yl)benzyl)-2,8-diazaspiro[4.5]decane-2-carboxylate